2-(3-((S)-3-(tert-butoxy)-2-((R)-1-(tert-butoxycarbonyl)pyrrolidin-3-yl)-3-oxopropyl)-5-methoxyphenyl)acetic acid C(C)(C)(C)OC([C@@H](CC=1C=C(C=C(C1)OC)CC(=O)O)[C@@H]1CN(CC1)C(=O)OC(C)(C)C)=O